N-((7-fluoro-5-(1-(5-fluoro-2-oxo-1,2-dihydropyridin-3-yl)-2-methoxyethyl)benzo[d]oxazol-2-yl)(4-fluorocyclohexyl)methyl)-1-methyl-1H-pyrazole-5-carboxamide FC1=CC(=CC=2N=C(OC21)C(NC(=O)C2=CC=NN2C)C2CCC(CC2)F)C(COC)C=2C(NC=C(C2)F)=O